C(C)C1C(=NOC1C(=O)OC=1C(=NC=C(C1)\C=C\C1=C(C=C(C=C1F)F)F)C(C)C)C1=CC=C(C=C1)OC1=NC=CC=C1 2-isopropyl-5-[(E)-2-(2,4,6-trifluorophenyl)ethenyl]pyridin-3-ol Ethyl-3-[4-(pyridin-2-yloxy)phenyl]-4,5-dihydro-1,2-oxazole-5-carboxylate